1-(5-(1-methyl-1H-imidazol-4-yl)-6-((4-(trifluoromethyl)phenyl)amino)-3,4-dihydroisoquinolin-2(1H)-yl)prop-2-en-1-one CN1C=NC(=C1)C1=C2CCN(CC2=CC=C1NC1=CC=C(C=C1)C(F)(F)F)C(C=C)=O